FC1=C(C=CC=C1)C(=O)C=1OC(=CN1)C1=C(C=CC=C1)F (2-fluorophenyl)(5-(2-fluorophenyl)oxazol-2-yl)methanone